1-[1-methyl-6-[4-(piperazin-1-ylmethyl)cyclohexyl]indazol-3-yl]hexahydropyrimidine-2,4-dione CN1N=C(C2=CC=C(C=C12)C1CCC(CC1)CN1CCNCC1)N1C(NC(CC1)=O)=O